4-amino-1-ethyl-1,2,4-triazolium nitrate [N+](=O)([O-])[O-].NN1C=N[N+](=C1)CC